4-dibenzo[b,d]thiopheneboronic acid C1=CC=C(C=2SC3=C(C21)C=CC=C3)B(O)O